1-((1S,4aS,4bR,6aR,8R,10aS,10bR,12aS)-8-(ethoxymethyl)-8-hydroxy-12a-methyloctadecahydrochrysen-1-yl)ethan-1-one C(C)OC[C@@]1(C[C@H]2CC[C@H]3[C@@H]4CCC[C@@H]([C@]4(CC[C@@H]3[C@H]2CC1)C)C(C)=O)O